(difluoromethyl)-6-methylpyridin FC(F)C1=NC(=CC=C1)C